1,4-Di-oxolane O1CCOC1